ClC1=CC(=NC(=N1)N)Cl dichloropyrimidine-2-amine